FC1=CC(=CC=2OC3(CC3)C(NC21)=O)C=2NC[C@H](CC2)C (S)-5-Fluoro-7-(5-methyl-1,4,5,6-tetrahydropyridin-2-yl)spiro[benzo[b][1,4]oxazine-2,1'-cyclopropane]-3(4H)-one